N1N=NN=CC=C1 tetrazepine